(R)-2-(3-Methyl-4-(oxetan-3-yl)piperazin-1-yl)-N-(5-methylpyridin-2-yl)thieno[2,3-d]thiazole-5-carboxamide C[C@@H]1CN(CCN1C1COC1)C=1SC2=C(N1)SC(=C2)C(=O)NC2=NC=C(C=C2)C